3,3'-(benzylidene)bisindole C(C1=CC=CC=C1)(C1=CNC2=CC=CC=C12)C1=CNC2=CC=CC=C12